1,2-dimethyl-3-ethylimidazole CN1C(N(C=C1)CC)C